ClC1=C(C2=C(NC(O[C@@]23CN(CCC3)C(=O)C=3N(C=C(N3)C=O)COCC[Si](C)(C)C)=O)C=C1)F (R)-2-(6-chloro-5-fluoro-2-oxo-1,2-dihydrospiro[benzo[d][1,3]oxazine-4,3'-piperidine]-1'-ylcarbonyl)-1-((2-(trimethylsilyl)ethoxy)methyl)-1H-imidazole-4-carbaldehyde